CON(C(=O)C1CC2CCC(C1)N2C(=O)OC(C)(C)C)C tert-butyl 3-(methoxy (methyl) carbamoyl)-8-azabicyclo[3.2.1]octane-8-carboxylate